Cl.FC1=C(C=CC=C1I)[C@@H](C)N (R)-1-(2-fluoro-3-iodophenyl)ethanamine hydrochloride